N-methyltetrahydropyran-4-amine CNC1CCOCC1